(5-(((5-bromo-2,3-difluorobenzyl)oxy)methyl)-2-methoxy-3-nitrophenyl)-1-methyl-1H-1,2,4-triazole BrC=1C=C(C(=C(COCC=2C=C(C(=C(C2)C2=NN(C=N2)C)OC)[N+](=O)[O-])C1)F)F